FC1=C(CNC2(COC2)C)C=CC(=C1)C(F)(F)F N-(2-fluoro-4-(trifluoromethyl)benzyl)-3-methyloxetan-3-amine